C(C)(=O)O[BH-](OC(C)=O)OC(C)=O triacetoxyboranide